(R)-1-((7-chloro-2-(2,2'-dimethyl-3'-(5-methyl-4,5,6,7-tetrahydrothiazolo[5,4-c]pyridin-2-yl)-[1,1-biphenyl]-3-yl)benzo[d]oxazol-5-yl)methyl)pyrrolidine-3-carboxylic acid ClC1=CC(=CC=2N=C(OC21)C=2C(=C(C=CC2)C2=C(C(=CC=C2)C=2SC=1CN(CCC1N2)C)C)C)CN2C[C@@H](CC2)C(=O)O